C(CCC)[Sn](Cl)(O)O butylchlorostannum dihydroxide